CC1(CCC=C1C)C (1S)-2,2,3-trimethyl-3-cyclopenten